N-2,3-xylyl-p-phenylenediamine C1(=C(C(=CC=C1)C)C)NC1=CC=C(C=C1)N